3-(1-methylcyclobutyl)-3-oxopropanenitrile CC1(CCC1)C(CC#N)=O